3-[(4S)-4-[2-[2-fluoro-5-[(4,6,7-trifluoro-1H-indol-5-yl)oxy]phenyl]-1H-imidazol-4-yl]-4-methyl-chroman-8-yl]propanoic acid FC1=C(C=C(C=C1)OC=1C(=C2C=CNC2=C(C1F)F)F)C=1NC=C(N1)[C@]1(CCOC2=C(C=CC=C12)CCC(=O)O)C